C[Si](NCCCN[Si](C)(C)C)(C)C N1,N3-bis(trimethylsilyl)propane-1,3-diamine